ClC1=CC2=C(C=C3N2C(=NN(C3=O)CC(=O)NC3CC(C3)(C)C)C(C)(C)O)S1 2-(2-chloro-5-(2-hydroxy-prop-2-yl)-8-oxothieno[2',3':4,5]pyrrolo[1,2-d][1,2,4]triazin-7(8H)-yl)-N-(3,3-dimethylcyclobutyl)acetamide